(2-(Methylsulfonyl)pyrimidin-4-yl)-6-phenylimidazo[2,1-b]thiazole CS(=O)(=O)C1=NC=CC(=N1)C1=CN2C(S1)=NC(=C2)C2=CC=CC=C2